(1aR,5aR)-2-(5-Bromo-pyridin-2-yl)-1a,2,5,5a-tetrahydro-1H-2,3-diaza-cyclopropa[a]pentalene-4-carboxylic acid (2-hydroxy-1,1-dimethyl-ethyl)-amide OCC(C)(C)NC(=O)C=1C=2C[C@@H]3[C@H](C2N(N1)C1=NC=C(C=C1)Br)C3